C(C1=CC=CC=C1)N1CCC(CC1)CCNC(=O)C=1C=NC=2N(C1C)N=C(C2)C2=CC(=CC=C2)C(F)(F)F N-[2-(1-benzylpiperidin-4-yl)ethyl]-7-methyl-2-[3-(trifluoromethyl)phenyl]pyrazolo[1,5-a]pyrimidine-6-carboxamide